CC1(OCCC2=C(C=CC=C12)C(C(=O)O)N1CC(C1)OCCCCCC1=NC=2NCCCC2C=C1)C 2-(1,1-dimethylisochroman-5-yl)-2-(3-(5-(5,6,7,8-tetrahydro-1,8-naphthyridin-2-yl)pentyloxy)azetidin-1-yl)acetic acid